N1C(=NC=C1)CCNC(=O)C1=NN2C(N=C(C=C2C2=CC=CC=C2)C2=CC=CC=C2)=C1 N-(2-(1H-Imidazol-2-yl)ethyl)-5,7-diphenylpyrazolo[1,5-a]pyrimidine-2-carboxamide